(R)-10-(((2R,3R,5R,6S)-3,5-dihydroxy-6-methyltetrahydro-2H-pyran-2-yl)oxy)undecanimidamide O[C@H]1[C@@H](O[C@H]([C@@H](C1)O)C)O[C@@H](CCCCCCCCC(N)=N)C